6-Chloro-iodo-4,5-dihydropyrimidin-4-ol ClC=1CC(N=C(N1)I)O